COC(COCCOCCOCCOCCOCCOCCOCCOCCOCCOCCOCCO)N aminododecaethylene glycol monomethyl ether